C(C=C)(=O)OC(C)C isopropyl acrylate